FC=1C=NN(C1)C1=CC=C(C=N1)[C@H](C)N1CCOC2(C1=O)CCNCC2 (S)-4-(1-(6-(4-fluoro-1H-pyrazol-1-yl)pyridin-3-yl)ethyl)-1-oxa-4,9-diazaspiro[5.5]undecan-5-one